5-chloro-4-(8-fluoro-4-isopropyl-3,4-dihydro-2H-benzo[b][1,4]oxazin-6-yl)-N-(tetrahydro-2H-pyran-4-yl)pyrimidin-2-amine ClC=1C(=NC(=NC1)NC1CCOCC1)C1=CC2=C(OCCN2C(C)C)C(=C1)F